(3,3-difluorocyclobutyl)-[(5R,7R)-7-fluoro-5-phenyl-6,7-dihydro-5H-pyrrolo[1,2-b][1,2,4]triazol-2-yl]methanone FC1(CC(C1)C(=O)C=1N=C2N(N1)[C@H](C[C@H]2F)C2=CC=CC=C2)F